N1=CC=NC2=CC(=CC=C12)C1(C(C=CC=C1)N)N 1-(quinoxalin-6-yl)benzene-1,2-diamine